FC(C(=O)O)(F)F.C1N(CC12CNC2)C(CN2N=C(C=C2)NC=2SC(=CN2)C(=O)NC2=C(C(=CC=C2C)O)C)=O 2-[[1-[2-(2,6-Diazaspiro[3.3]heptan-2-yl)-2-oxo-ethyl]pyrazol-3-yl]amino]-N-(3-hydroxy-2,6-dimethyl-phenyl)thiazole-5-carboxamide 2,2,2-trifluoroacetate